Methyl 7-((3,5-dimethoxyphenyl)(3-(1-methyl-1H-pyrazol-4-yl)quinoxalin-6-yl)amino)heptanoate COC=1C=C(C=C(C1)OC)N(CCCCCCC(=O)OC)C=1C=C2N=C(C=NC2=CC1)C=1C=NN(C1)C